CC=1C=2N(C=C(N1)C)N=C(C2)C=2N=C1N(C(C2)=O)C=C(C=C1)C1CCN(CC1)CCO 2-(4,6-dimethylpyrazolo[1,5-a]pyrazin-2-yl)-7-[1-(2-hydroxyethyl)piperidin-4-yl]-4H-pyrido[1,2-a]pyrimidin-4-one